3-(2-(allyl (methyl) amino) ethyl)-1H-indol-6-yl acetate C(C)(=O)OC1=CC=C2C(=CNC2=C1)CCN(C)CC=C